FC1=C(C#N)C=CC(=C1)C1=CC(=NN1C1=C(C=C(C=C1)N1C[C@@H](CC1)OC)F)C(=O)N1C[C@@H](CCC1)NC 2-fluoro-4-(1-(2-fluoro-4-((R)-3-methoxypyrrolidine-1-yl)phenyl)-3-((R)-3-(methylamino)piperidine-1-carbonyl)-1H-pyrazole-5-yl)benzonitrile